FC=1C=C2C(=CN=C(C2=CC1F)OC)C(C)N(C(=O)C=1NC2=CC(=C(C=C2C1)F)F)C N-(1-(6,7-difluoro-1-methoxyisoquinolin-4-yl)ethyl)-5,6-difluoro-N-methyl-1H-indole-2-carboxamide